7-(3,3-dimethylpiperazin-1-yl)-2-(8-fluoro-2-methylimidazo[1,2-a]pyridin-6-yl)-4H-pyrido[1,2-a][1,3,5]triazin-4-one CC1(CN(CCN1)C=1C=CC=2N(C(N=C(N2)C=2C=C(C=3N(C2)C=C(N3)C)F)=O)C1)C